(2-(5-chlorothiophen-2-yl)6-(methylamino)9H-purin-9-yl)-2,3-dihydroxybicyclo[3.1.0]hexane-1-carbonitrile ClC1=CC=C(S1)C1=NC(=C2N=CN(C2=N1)C1(C2(CC2CC1O)C#N)O)NC